C(C)(C)(C)OC(=O)N1C[C@@H](CCC1)N(C(=O)C1=C(C=C(C=C1)NC1=NC=CC(=N1)C(=O)O)F)C1=NC=CC2=CC=CC(=C12)C (R)-2-((4-((1-(tert-butoxycarbonyl)piperidin-3-yl)(8-methylisoquinolin-1-yl)carbamoyl)-3-fluorophenyl)amino)pyrimidine-4-carboxylic acid